6,6-dimethyl-4-(5-methyl-1H-indazol-4-yl)-2-(2-(2-propenoyl)-2,6-diazaspiro[3.4]octan-6-yl)-6,7-dihydro-5H-cyclopenta[b]pyridine-3-carbonitrile CC1(CC=2C(=NC(=C(C2C2=C3C=NNC3=CC=C2C)C#N)N2CC3(CN(C3)C(C=C)=O)CC2)C1)C